FC1=C(C(=C(C(=C1F)F)F)F)CCC(=O)N 3-(perfluorophenyl)propanamide